N=1N(N=C2C1C=CC=C2)C2=C(C(=CC(=C2)C(C)(C)C)C(C)(C)C)O 2-(2H-benzotriazol-2-yl)-4,6-bis(1,1-dimethylethyl)-phenol